(S)-2-hydroxy-3-(3-hydroxy-5-(1-phenyl-1H-pyrazol-4-yl)picolinamido)propanoic acid O[C@H](C(=O)O)CNC(C1=NC=C(C=C1O)C=1C=NN(C1)C1=CC=CC=C1)=O